COC1(CC(C1)C)C1=CC(=NC=C1)N1N=CC(=C1)S(=O)(=O)NC=1C=CC=C2C=NN(C12)C 1-(4-(1-METHOXY-3-METHYL-CYCLOBUTYL)PYRIDIN-2-YL)-N-(1-METHYL-1H-INDAZOL-7-YL)-1H-PYRAZOLE-4-SULFONAMIDE